2,8-bis(3H-carbazol-9-yl)dibenzothiophene trans-methyl-4-(4-amino-2-oxopyrimidin-1(2H)-yl)cyclohexane-1-carboxylate COC(=O)[C@@H]1CC[C@H](CC1)N1C(N=C(C=C1)N)=O.C=1CCC=C2C3=CC=CC=C3N(C12)C1=CC2=C(SC3=C2C=C(C=C3)N3C2=CC=CC=C2C2=CCCC=C32)C=C1